BrC=1C=C(C2=C(C(=CO2)COC2=C(C=CC=C2)CC(=O)OCC)C1)OCCC1CCOCC1 ethyl 2-(2-((5-bromo-7-(2-(tetrahydro-2H-pyran-4-yl)ethoxy)benzofuran-3-yl)methoxy)phenyl)acetate